C(C)\C(=C/C(=O)O)\C(C)C (2E)-3-ETHYL-4-METHYLPENT-2-ENOIC ACID